FC1(CC(C1)CN(C(=O)OCC1=C(N=NN1C)C1=CC=C(C(=N1)C)C#CC1(CC1)CC(=O)O)C)F 2-(1-((6-(5-(((((3,3-difluorocyclobutyl)methyl)(methyl)carbamoyl)oxy)methyl)-1-methyl-1H-1,2,3-triazol-4-yl)-2-methylpyridin-3-yl)ethynyl)cyclopropyl)acetic acid